C1CCN2C3=C(C(=C12)C(=O)N1CC2(C1)C(CNCC2)(F)F)C=CC=C3 2-({1H,2H,3H-benzo[b]pyrrolizin-9-yl}carbonyl)-5,5-difluoro-2,7-diazaspiro[3.5]nonane